1-((tert-butyldimethylsilyl)oxy)-3-chloropropane-2-ol [Si](C)(C)(C(C)(C)C)OCC(CCl)O